5-cyclopropyl-N-isobutyl-3-(((1R,3s)-3-methoxycyclobutyl)amino)-N-((3s,5R)-5-((R)-3-methylmorpholine-4-carbonyl)piperidin-3-yl)pyridinecarboxamide C1(CC1)C=1C=C(C(=NC1)C(=O)N([C@@H]1CNC[C@@H](C1)C(=O)N1[C@@H](COCC1)C)CC(C)C)NC1CC(C1)OC